C1(CC1)C=1N(C(=C(N1)C=1C=C2CN(C(C2=CC1)=O)C1C(NC(CC1)=O)=O)C=1C=NC=CC1)C 3-(5-(2-Cyclopropyl-1-methyl-5-(pyridin-3-yl)-1H-imidazol-4-yl)-1-oxoisoindolin-2-yl)piperidine-2,6-dione